3-methoxy-4-{[3-(4-{[(2S,4R)-2-methyloxan-4-yl]amino}-1-(2,2,2-trifluoroethyl)-1H-indol-2-yl)prop-2-yn-1-yl]amino}benzene-1-sulfonamide COC=1C=C(C=CC1NCC#CC=1N(C2=CC=CC(=C2C1)N[C@H]1C[C@@H](OCC1)C)CC(F)(F)F)S(=O)(=O)N